(1S,2R)-2-(4-(1-chloroethyl)phenoxy)cyclopropane-1-carboxylic acid ethyl ester C(C)OC(=O)[C@@H]1[C@@H](C1)OC1=CC=C(C=C1)C(C)Cl